4-(2-((4-((4-bromophenyl)amino)quinazolin-6-yl)amino)-2-oxoethyl)-N-hydroxybenzamide BrC1=CC=C(C=C1)NC1=NC=NC2=CC=C(C=C12)NC(CC1=CC=C(C(=O)NO)C=C1)=O